3-methyl-4-((1-methyl-1H-benzo[d]imidazol-5-yloxy)phenyl)-6-(methylthio)pyrimido[5,4-d]pyrimidin-4-amine CN1C=NC2=C(C1(N)C1=C(C=CC=C1)OC1=CC3=C(N(C=N3)C)C=C1)N=C(N=C2)SC